CN(C(=O)C=1C=C(C=CC1NC(=O)C=1C(=CC=CC1)C1=CC=C(C=C1)C(F)(F)F)CC(=O)OCC(C(=O)OCC)(C(=O)OCC)C1=CC=CC=C1)C diethyl 2-((3-dimethylcarbamoyl-4-((4'-trifluoromethylbiphenyl-2-carbonyl)amino)phenyl)acetyloxymethyl)-2-phenylmalonate